N-[3-chloro-4-(piperazine-1-carbonyl)phenyl]-5-[1-(2-fluoroethyl)-3-(trifluoromethyl)pyrazol-4-yl]-1-methylimidazole-2-carboxamide ClC=1C=C(C=CC1C(=O)N1CCNCC1)NC(=O)C=1N(C(=CN1)C=1C(=NN(C1)CCF)C(F)(F)F)C